Cl.Cl.ClC=1C=NN2C1C(=NC(=C2)C=2C=NN(C2)C)C=2C=NC(=CC2)N2CCNCC2 3-chloro-6-(1-methyl-1H-pyrazol-4-yl)-4-(6-(piperazin-1-yl)pyridin-3-yl)pyrazolo[1,5-a]Pyrazine dihydrochloride